4-[(2R)-3-tert-butoxy-1-methoxy-1-oxopropan-2-yl]-1,4,7,10-tetraazacyclododecane-1,7-dicarboxylic acid dibenzyl ester C(C1=CC=CC=C1)OC(=O)N1CCN(CCN(CCNCC1)C(=O)OCC1=CC=CC=C1)[C@@H](C(=O)OC)COC(C)(C)C